ClC=1C=C2C=C(NC2=CC1OCC=1C(=NC=CC1F)Cl)CNC(=O)C1(CC1)C N-((5-chloro-6-((2-chloro-4-fluoropyridin-3-yl)methoxy)-1H-indol-2-yl)methyl)-1-methylcyclopropane-1-carboxamide